CCCC(CCCCC(CCCCCCCCCC)O)O nonadecane-4,9-diol